COC=1C=C2CCN(CC2=CC1C1=CC=C(C=C1)C(F)(F)F)CC=C 1-(6-methoxy-7-(4-(trifluoromethyl)phenyl)-3,4-dihydroisoquinolin-2(1H)-yl)prop-2-en